methyl rac-(2S)-4-(hydroxymethyl)pyrrolidine-1,2-dicarboxylate OCC1C[C@H](N(C1)C(=O)OC)C(=O)[O-] |r|